3H,10H-pyrazino[1',2':5,6][1,5]oxazocino[2,3-g]quinoxaline-3,9(14H)-dicarboxylate C1=CN(C=C2N1CC1=C(C=C3N(CC=NC3=C1)C(=O)[O-])OC=C2)C(=O)[O-]